(S)-6-((4-((2-hydroxy-1-phenylethyl)amino)-5-(1,2,4-oxadiazol-5-yl)pyridin-2-yl)amino)-1-isopropyl-2-methyl-1,2-dihydro-3H-indazol-3-one OC[C@H](C1=CC=CC=C1)NC1=CC(=NC=C1C1=NC=NO1)NC1=CC=C2C(N(N(C2=C1)C(C)C)C)=O